4-(((tetrahydro-2H-pyran-2-yl)oxy)methyl)benzaldehyde O1C(CCCC1)OCC1=CC=C(C=O)C=C1